3-((6-Aminopyridin-2-yl)ethynyl)-N,N-dimethyl-7,8-dihydro-1,6-naphthyridine-6(5H)-carboxamide NC1=CC=CC(=N1)C#CC=1C=NC=2CCN(CC2C1)C(=O)N(C)C